C(C)(C)(C)N(C(O)=O)C1=NC=C(C(=C1)OC)C1CCC(CC1)(F)F.C(C1=CC=CC=C1)OC=1C=C2CCNC(C2=C(C1OC)OC)\C=C\C1=CC2=C(OCO2)C=C1C 6-benzyloxy-7,8-dimethoxy-1-[(E)-2-(6-methyl-1,3-benzodioxol-5-yl)vinyl]-1,2,3,4-tetrahydroisoquinoline tert-butyl-(5-(4,4-difluorocyclohexyl)-4-methoxypyridin-2-yl)carbamate